FC(C(C(F)(F)F)(O)[C@]1(CN(CC1)C(C)(C)C=1C=NC(=CC1)C)CCC=1SC=CC1)(F)F |o1:8| (R or S)-1,1,1,3,3,3-hexa-fluoro-2-(1-(2-(6-methylpyridin-3-yl)propan-2-yl)-3-(2-(thiophen-2-yl)ethyl)pyrrolidin-3-yl)propan-2-ol